C(C)C1=C(C(=NC=C1C1=CC=C(C=C1)O)CNCCCC1=C(SC=2N=C(N(C(C21)=O)C2=NC=CC(=C2)C)S)C)C2=CC=C(C=C2)O 5-(3-(((4-ethyl-3,5-bis(4-hydroxyphenyl)pyridin-2-yl)methyl)amino)propyl)-2-mercapto-6-methyl-3-(4-methylpyridin-2-yl)thieno[2,3-d]pyrimidin-4(3H)-one